SCCCC(=O)OCCOC(CCCS)=O ethylene glycol bis(4-mercaptobutyrate)